2-bromo-1,2,3,4,4a,9a-hexahydroanthraquinone BrC1CC2C(C3=CC=CC=C3C(C2CC1)=O)=O